FC1=C(C(=CC=C1)F)N1CCC(CC1)N1C(N(C=2C(C1)=CN(N2)C)CC2=C(C=CC=C2)C(F)(F)F)=O 5-[1-(2,6-difluoro-phenyl)-piperidin-4-yl]-2-methyl-7-(2-trifluoromethyl-benzyl)-2,4,5,7-tetrahydro-pyrazolo[3,4-d]pyrimidin-6-one